[Si]([O-])([O-])([O-])O.[Mg+2].O[Ni+] hydroxynickel magnesium silicate